Ethyl 2-(4-((2,5-dioxo-3-(4-(trifluoromethyl) phenyl) imidazolin-1-yl) methyl)-2-chlorophenoxy)-2-methylpropionate O=C1N(C(CN1C1=CC=C(C=C1)C(F)(F)F)=O)CC1=CC(=C(OC(C(=O)OCC)(C)C)C=C1)Cl